CC1=C(C(=CC(=C1)C)C)S(=O)(=O)N 2,4,6-trimethylbenzenesulfonylamine